Cl.N[C@H](CC1=C(C=2N=C(N=C(C2S1)NCC=1SC=CC1)Cl)C1=CC=C(C=C1)Cl)C 6-[(2S)-2-aminopropyl]-2-chloro-7-(4-chlorophenyl)-N-[(thiophen-2-yl)methyl]thieno[3,2-d]pyrimidin-4-amine hydrochloride